FC1(C=2C(=NN(C2C(CC1)(F)F)CC(=O)O)C(F)(F)F)F 2-(4,4,7,7-tetrafluoro-3-(trifluoromethyl)-4,5,6,7-tetrahydro-1H-indazol-1-yl)acetic acid